C(#N)C1=C(N=C(S1)N(C1=C(N=C2SC(=CN21)C2CCN(CC2)C(=O)OC(C)(C)C)CC)C2CC2)C2=CC=C(C=C2)F tert-butyl 4-(5-((5-cyano-4-(4-fluorophenyl)thiazol-2-yl) (cyclopropyl)amino)-6-ethylimidazo[2,1-b]thiazol-2-yl)piperidine-1-carboxylate